Methyl-2-furancarboxylic acid CC1=C(OC=C1)C(=O)O